C(#N)[C@H]1N(CCCC1)C([C@H](C12CC3(C[C@H](C[C@@H](C1)C3)C2)O)NC(OC(C)(C)C)=O)=O tert-butyl ((S)-2-((S)-2-cyanopiperidin-1-yl)-1-((1R,3R,5R,7S)-3-hydroxyadamantan-1-yl)-2-oxoethyl)carbamate